COC(CC1CCN(CC1)C1=CC=C(C=C1)C1C(CCC2=CC(=CC=C12)O)C1=CC=CC=C1)OC 1-[4-[4-(2,2-dimethoxyethyl)-1-piperidyl]phenyl]-2-phenyl-tetralin-6-ol